C(CCCCCCCC(=O)OCCO)(=O)OCCO 1,9-di(2-hydroxy ethyl) nonanedioate